C(C)C=1NC(=C(N1)C)CC(=O)OC(CCCCCCCCCC1=NC=2N(C(N(C(C2N1)=O)C)=O)C)OC(CC1=C(N=C(N1)CC)C)=O 1,3-Dimethyl-xanthinedecanediol bis(2-ethyl-4-methylimidazolyl ethanoate)